N-(2-(5-(6-(3-cyanopyrrolo[1,2-b]pyridazin-7-yl)-4-(isopropylamino)pyridin-3-yl)-1,3,4-thiadiazol-2-yl)-2-azaspiro[3.4]oct-6-yl)acetamide C(#N)C1=CC=2N(N=C1)C(=CC2)C2=CC(=C(C=N2)C2=NN=C(S2)N2CC1(C2)CC(CC1)NC(C)=O)NC(C)C